(N,N-diethylaminomethyl)triethoxysilane C(C)N(CC)C[Si](OCC)(OCC)OCC